ClC1=NC2=C(C=CC=C2C(=C1C#N)Cl)F 2,4-dichloro-8-fluoroquinoline-3-carbonitrile